pyrazolo[1,5-c]quinazolin-2(3H)-one C=1C(NN2C=NC=3C=CC=CC3C21)=O